tert-butyl 2-cyclopentyl-4-[7-(8-ethoxy-8-oxo-octoxy) quinazolin-4-yl]benzoate C1(CCCC1)C1=C(C(=O)OC(C)(C)C)C=CC(=C1)C1=NC=NC2=CC(=CC=C12)OCCCCCCCC(=O)OCC